3-hydroxymethylcyclopentan-1-ol OCC1CC(CC1)O